FC=1C=C(C=NC1)CN1N=C(C=CC1=O)C=1C=NC(=NC1)OCC(C)(C)OC 2-((5-fluoropyridin-3-yl)methyl)-6-(2-(2-methoxy-2-methylpropoxy)pyrimidin-5-yl)pyridazin-3(2H)-one